2-(difluoromethoxy)aniline FC(OC1=C(N)C=CC=C1)F